C(C)OC(C1=CC=C(C=C1)C1=CN=C(S1)Br)=O 4-(2-Bromothiazol-5-yl)benzoic acid ethyl ester